(5S)-N-((1R,2R,4S)-7-cyano-7-azabicyclo[2.2.1]heptan-2-yl)-2-(6-cyclopropyl-2-pyridinyl)-4,5,6,7-tetrahydro-2H-indazole-5-carboxamide C(#N)N1[C@H]2[C@@H](C[C@@H]1CC2)NC(=O)[C@@H]2CC1=CN(N=C1CC2)C2=NC(=CC=C2)C2CC2